COC=1C=C2C3=C(N(C2=CC1)CC1=CC=C(C=C1)S(N)(=O)=O)CN(C(C3)C)C(=O)OC(C)(C)C tert-butyl 6-methoxy-3-methyl-9-(4-sulfamoyl-benzyl)-1,3,4,9-tetrahydro-2H-pyrido[3,4-b]indole-2-carboxylate